methyl 6-bromo-7-methyl-1H-benzo[d]imidazole-2-carboxylate BrC=1C=CC2=C(NC(=N2)C(=O)OC)C1C